FC(C1=C(C=CC(=C1)C(F)(F)F)C1C(N(C2=C(CC1)C=C(C=C2)F)CC#CC=2N=NC(=CC2)N2CCOCC2)=O)(F)F 3-[2,4-bis(trifluoromethyl)phenyl]-7-fluoro-1-{3-[6-(1,4-oxazinan-4-yl)-1,2-diazin-3-yl]prop-2-ynyl}-2,3,4,5-tetrahydro-1H-1-benzazepin-2-one